ClCC(C(=O)O)(C)C 3-CHLOROPIVALIC ACID